3-(Dimethylamino)-N-[4-[(2R,5S)-5-methyl-2-piperidyl]phenyl]propanamide CN(CCC(=O)NC1=CC=C(C=C1)[C@@H]1NC[C@H](CC1)C)C